O1COC2=C1C=CC(=C2)OCC(=O)NC(NCC2=CC=C(C=C2)OC)=O 2-(benzo[d][1,3]dioxol-5-yloxy)-N-((4-methoxybenzyl)carbamoyl)acetamide